CC1=C(C=CC=C1)C(CC(C#N)C#N)=O [2-(2-Methylphenyl)-2-oxoethyl]propanedinitrile